[Cl-].C(C1=CC=CC=C1)N1CN(C2=C1C=CC=C2)C(F)F (1-benzyl-3-(difluoromethyl)-benzimidazole) chloride